tert-butyl (2-aminoethyl)carbamate hydrochloride Cl.NCCNC(OC(C)(C)C)=O